(2S)-1-fluoro-2-[(1S)-1-methyl-1,2,3,4-tetrahydroisoquinolin-5-yl]propan-2-ol hydrochloride Cl.FC[C@@](C)(O)C1=C2CCN[C@H](C2=CC=C1)C